C(C)C=1C(=C(C(=O)OC)C=C(C1)NC1=NC=C(C(=N1)NC(CC)CC)C)O methyl 3-ethyl-5-[[4-(1-ethylpropylamino)-5-methyl-pyrimidin-2-yl] amino]-2-hydroxy-benzoate